C(C)(C)(C)C1=NN(C(=C1)N=C=O)C=1C=NC=CC1 3-(3-tert-butyl-5-isocyanato-1H-pyrazol-1-yl)pyridine